1-Amino-5-bromobenzo[h]isoquinoline NC1=NC=CC2=C(C=C3C(=C12)C=CC=C3)Br